CC1=CC(=C(C=C1)CCC1CN(C1)C(=O)OC(C)(C)C)C(F)(F)F tert-Butyl 3-[2-[4-methyl-2-(trifluoromethyl)phenyl]ethyl]azetidine-1-carboxylate